2-(2,4-difluoro-6-(2-methyl-1H-benzimidazol-5-yl)phenyl)propane-2-ol FC1=C(C(=CC(=C1)F)C1=CC2=C(NC(=N2)C)C=C1)C(C)(C)O